N1[9CH]=NC2=C1C=CC=C2 (9C1)-1H-benzimidazole